The molecule is a 2-oxo monocarboxylic acid that is pyruvic acid substituted at position 3 by a 4-hydroxycyclohexa-1,5-dien-1-yl group It is a 2-oxo monocarboxylic acid and a secondary alcohol. It derives from a pyruvic acid. It is a conjugate acid of a 3,4-dihydro-4-hydroxyphenylpyruvate. C1C=C(C=CC1O)CC(=O)C(=O)O